2-[2-(furan-2-yl)vinyl]-4,6-bis(trichloromethyl)s-triazine O1C(=CC=C1)C=CC1=NC(=NC(=N1)C(Cl)(Cl)Cl)C(Cl)(Cl)Cl